C1=CC=C2C3C4=CC=CC=C4C(C2=C1)C5C6=CC=CC=C6C3(C7=CC=CC=C57)O dianthranol